(1S,3S,4S)-2-[(2S)-2-(3-chloro-2-methyl-anilino)propanoyl]-N-[(1S)-1-cyano-2-[(3S)-2-oxo-3-piperidyl]ethyl]-5,5-difluoro-2-azabicyclo[2.2.2]octane-3-carboxamide ClC=1C(=C(N[C@H](C(=O)N2[C@@H]3CC([C@H]([C@H]2C(=O)N[C@@H](C[C@H]2C(NCCC2)=O)C#N)CC3)(F)F)C)C=CC1)C